9-ethyl-6-(2-methylbenzoyl)-9H-carbazole-Oxime C(C)N1C2=CC=C(C=C2C=2C=CC=CC12)C(C1=C(C=CC=C1)C)=NO